C(C1=CC=CC=C1)(=O)OC1=C(C(=C(C=C1C)C(C)C)C)OC(C1=CC=CC=C1)=O 3,6-dimethyl-4-isopropyl-1,2-phenylene dibenzoate